C(#N)CC1CCC(CC1)N1C(=NC=2C1=C1C(=NC2)NC=C1)CC(=O)NC1CCC(CC1)[Si](C)(C)C 2-(1-((1r,4r)-4-(cyanomethyl)cyclohexyl)-1,6-dihydroimidazo[4,5-d]Pyrrolo[2,3-b]Pyridin-2-yl)-N-((1S,4S)-4-(trimethylsilyl)cyclohexyl)acetamide